[Li].[Te].[Pb](=O)=O lead oxide-oxide tellurium-lithium